(2-chloro-6-(4-methyl-1H-imidazol-1-yl)pyridin-4-yl)methanol ClC1=NC(=CC(=C1)CO)N1C=NC(=C1)C